C1(CC1)COC=1C=C2C(=NN(C2=CC1)C1=CC=C(C=C1)C(F)(F)F)CNC(CC)=O N-[[5-(cyclopropylmethoxy)-1-[4-(trifluoromethyl)phenyl]indazol-3-yl]methyl]propanamide